ClC=1C=CC(=NC1)C1C(C1)C(=O)N1CCOC2(C1)C=C(C(C(C2)(C)C)=O)C#N 4-[2-(5-chloropyridin-2-yl)cyclopropane-1-carbonyl]-10,10-dimethyl-9-oxo-1-oxa-4-azaspiro[5.5]undec-7-ene-8-carbonitrile